ClC=1C=C(C=CC1C(=O)N1CCN(CC1)C(=O)C1CCNCC1)NC(=O)C=1N(C(=CN1)C1=C(C(=C(C=C1)F)C#N)F)C N-[3-chloro-4-[4-(piperidine-4-carbonyl)piperazine-1-carbonyl]phenyl]-5-(3-cyano-2,4-difluoro-phenyl)-1-methyl-imidazole-2-carboxamide